C(C(=O)[O-])(=O)[O-] 3z-oxalate